6-amino-N-butyl-N-methyl-8-oxo-2-(propylsulfonylamino)-9-(p-tolylmethyl)purine-7-carboxamide NC1=C2N(C(N(C2=NC(=N1)NS(=O)(=O)CCC)CC1=CC=C(C=C1)C)=O)C(=O)N(C)CCCC